(S)-2-methyl-4-(4-(7-morpholino-5-(3-phenyl-1H-pyrazol-1-yl)furo[3,2-b]pyridin-2-yl)-1H-pyrazol-1-yl)butan-2-yl 2-amino-3-methylbutanoate hydrochloride Cl.N[C@H](C(=O)OC(C)(CCN1N=CC(=C1)C1=CC2=NC(=CC(=C2O1)N1CCOCC1)N1N=C(C=C1)C1=CC=CC=C1)C)C(C)C